ethyl 2-chloro-7-isopropyl-3-methoxy-11-oxo-6,7-dihydro-11H-benzo[f]pyrido[1,2-d][1,4]oxazepine-10-carboxylate ClC=1C(=CC2=C(C=3N(C(CO2)C(C)C)C=C(C(C3)=O)C(=O)OCC)C1)OC